S(=O)(=O)(ON1[C@@H]2CC[C@H](N(C1=O)C2)C(NC(CCN/C(=N/C(=O)OC(C)(C)C)/NC(=O)OC(C)(C)C)=O)=N)[O-].[Na+] Sodium (2S,5R)-2-(N-(3-((Z)-2,3-bis(tert-butoxycarbonyl)guanidino)propanoyl)carbamimidoyl)-7-oxo-1,6-diazabicyclo[3.2.1]octan-6-yl Sulfate